FC(CN1N=CC=2C1=NC(=CC2)COC2=CC=CC(=N2)C2CCN(CC2)CC2=NC1=C(N2C[C@H]2OCC2)C=C(C=C1)C(=O)O)F (S)-2-((4-(6-((1-(2,2-difluoroethyl)-1H-pyrazolo[3,4-b]pyridin-6-yl)methoxy)pyridin-2-yl)piperidin-1-yl)methyl)-1-((oxetan-2-yl)methyl)-1H-benzo[d]imidazole-6-carboxylic acid